C1CC12NC[C@@H](OC2)CO [(6R)-7-oxa-4-azaspiro[2.5]octan-6-yl]methanol